2-(cyclobutylamino)-N-((R)-2-hydroxy-2-((S)-7-(oxazol-5-ylmethoxy)-1,2,3,4-tetrahydroisoquinolin-3-yl)ethyl)isonicotinamide C1(CCC1)NC=1C=C(C(=O)NC[C@H]([C@H]2NCC3=CC(=CC=C3C2)OCC2=CN=CO2)O)C=CN1